tert-butyl N-[(1S,3R)-3-[2-[6-(methoxymethoxy)-2,7-dimethyl-indazol-5-yl]-5-oxo-pyrido[4,3-d]pyrimidin-6-yl]cyclopentyl]carbamate COCOC=1C(=CC2=CN(N=C2C1C)C)C=1N=CC2=C(N1)C=CN(C2=O)[C@H]2C[C@H](CC2)NC(OC(C)(C)C)=O